(7-Phenyl-3H-imidazo[4,5-b]pyridin-2-yl)pyrrolidine-1-carbonitrile C1(=CC=CC=C1)C1=C2C(=NC=C1)NC(=N2)C2N(CCC2)C#N